pyridazin-3-yl-4,7-diazaspiro[2.5]octane-4-carboxylic acid tert-butyl ester C(C)(C)(C)OC(=O)N1C2(CC2C=2N=NC=CC2)CNCC1